O=C1CC2=C(CN1)C=NN2C(=O)NC2COCC2 6-oxo-N-(tetrahydrofuran-3-yl)-4,5,6,7-tetrahydro-1H-pyrazolo[4,3-c]pyridine-1-carboxamide